N-(2-(1-((5-(2,4-dioxotetrahydropyrimidin-1(2H)-yl)pyridin-3-yl)methyl)piperidin-4-yl)-5-(2-hydroxypropan-2-yl)benzo[d]oxazol-6-yl)-6-(trifluoromethyl)nicotinamide O=C1N(CCC(N1)=O)C=1C=C(C=NC1)CN1CCC(CC1)C=1OC2=C(N1)C=C(C(=C2)NC(C2=CN=C(C=C2)C(F)(F)F)=O)C(C)(C)O